C(C)(C)(C)OC(=O)N1C[C@@H](N(CC1)CC1=CN=C(C(=C1)Br)Cl)C (S)-4-(5-bromo-6-chloronicotinyl)-3-methylpiperazine-1-carboxylic acid tert-butyl ester